C[Si](C=1C=C(C=CC1)CC(=O)N)(C)C 3-trimethylsilyl-1-benzenecarboxyamide